chlorosoman CC(C(C)(C)C)OP(=O)(C)Cl